C[C@@H]1CN(C[C@H](N1)C)[C@@H](C(=O)NC=1C=CC=C2C(=CNC12)C1=NC(=NC=C1F)NC1=C(C(=CC=C1)S(=O)(=O)C)F)CC (R)-2-((3R,5R)-3,5-dimethylpiperazin-1-yl)-N-(3-(5-fluoro-2-((2-fluoro-3-(methylsulfonyl)phenyl)amino)pyrimidin-4-yl)-1H-indol-7-yl)butanamide